C(C)(C)OC1=NN(C=C1[N+](=O)[O-])[C@@H](C#N)C (R)-2-(3-isopropoxy-4-nitro-1H-pyrazol-1-yl)propionitrile